F[C@@H]1C[C@@H](N2N=C(N=C21)C(CC)=O)C2=CC=CC=C2 |r| 1-[rac-(5R,7R)-7-fluoro-5-phenyl-6,7-dihydro-5H-pyrrolo[1,2-b][1,2,4]triazol-2-yl]propan-1-one